7-methoxy-1H-benzo[D]imidazole-5-carboxylic acid COC1=CC(=CC2=C1NC=N2)C(=O)O